(3R,4S)-3-cyclopropyl-1-[3-fluoro-6-[1-(trideuteriomethyl)pyrazol-4-yl]pyrazolo[1,5-a]pyrazin-4-yl]-4-methyl-2-oxopyrrolidine-3-carbonitrile C1(CC1)[C@]1(C(N(C[C@H]1C)C=1C=2N(C=C(N1)C=1C=NN(C1)C([2H])([2H])[2H])N=CC2F)=O)C#N